N-[[3-(pyrrolidin-1-ylmethyl)oxan-3-yl]methyl]-4,5,6,7,8,9-hexahydrocycloocta[b]thiophene-2-carboxamide N1(CCCC1)CC1(COCCC1)CNC(=O)C1=CC2=C(S1)CCCCCC2